3-methyl-3,8-diaza-bicyclo[3.2.1]octane hydrochloride Cl.CN1CC2CCC(C1)N2